1H-pyrrole-2,4-dicarboxylic acid diethyl ester C(C)OC(=O)C=1NC=C(C1)C(=O)OCC